ClC=1C=C(C=CC1Cl)C=1N=C(SC1)SC=1N=NNC1C(=O)OC(C)C isopropyl 4-((4-(3,4-dichlorophenyl) thiazol-2-yl) thio)-1H-1,2,3-triazole-5-carboxylate